Tert-butyl methyl-piperazine-1-carboxylate CC1N(CCNC1)C(=O)OC(C)(C)C